1-methylcyclohexane-2,4-diamine CC1C(CC(CC1)N)N